S-ethylisothiourea hydrogen iodide I.C(C)SC(N)=N